C(CCCCCCC\C=C/CCCCCCCC)(=O)O.C(CCCCCCC\C=C/CCCCCCCC)(=O)O.C(CCCCCCC\C=C/CCCCCCCC)(=O)O.O=C1C(O)=C(O)[C@H](O1)[C@@H](O)CO ascorbic acid trioleate